1-Methyl-4-((4-methoxypyridin-2-yl)amino)-7-chloro-N-(4-methoxybenzenesulfonyl)-indole-2-carboxamide CN1C(=CC2=C(C=CC(=C12)Cl)NC1=NC=CC(=C1)OC)C(=O)NS(=O)(=O)C1=CC=C(C=C1)OC